1-((4-(1-(2,6-dichlorophenyl)azetidin-3-yl)naphthalen-1-yl)methyl)piperidine-4-carboxylic acid ClC1=C(C(=CC=C1)Cl)N1CC(C1)C1=CC=C(C2=CC=CC=C12)CN1CCC(CC1)C(=O)O